C(CCC)N1C=[N+](C=C1)CCO 1-butyl-3-(2-hydroxyethyl)imidazolium